(S)-quinuclidin-3-yl (2,2-dimethyl-6-(2-methylpyridin-4-yl)-1,2,3,4-tetrahydronaphthalen-1-yl)carbamate CC1(C(C2=CC=C(C=C2CC1)C1=CC(=NC=C1)C)NC(O[C@@H]1CN2CCC1CC2)=O)C